C(=O)(O)CCC1=CC(=C(OCC[C@H]([C@@H](CCOC2=C(C=C(NC3=C(C(=O)O)C=CC=C3)C=C2)Cl)O)O)C(=C1)Cl)Cl 2-[4-[(3R,4R)-6-[4-(2-carboxyethyl)-2,6-dichloro-phenoxy]-3,4-dihydroxy-hexoxy]-3-chloro-anilino]benzoic acid